(benzofuran-5-yl)phenol O1C=CC2=C1C=CC(=C2)C2=C(C=CC=C2)O